2-((tert-butyldimethylsilyl)oxy)ethan-1-one [Si](C)(C)(C(C)(C)C)OCC=O